C1(=CC=CC=C1)S(=O)(=O)N1C(=CC=2C1=NC=CC2C2=NNN=C2C2=CC=C(C=C2)F)C2=CC=CC=C2 4-[1-(benzenesulfonyl)-2-phenylpyrrolo[2,3-b]pyridin-4-yl]-5-(4-fluorophenyl)-2H-1,2,3-triazole